1-(4-fluorophenyl)-1H-pyrazol-3-ol FC1=CC=C(C=C1)N1N=C(C=C1)O